COC1=CC=C(C=C1)C1=CN=C2N1C=CN=C2NC=2C(=C(C(=O)N)C=CC2)C (3-(4-methoxyphenyl)imidazo[1,2-a]pyrazin-8-yl)amino-2-methylbenzamide